2-Acetamido-4-bromo-3-fluorobenzoic acid C(C)(=O)NC1=C(C(=O)O)C=CC(=C1F)Br